OC[C@@H]1CC[C@H](CC1)O (trans)-4-(hydroxymethyl)cyclohexanol